[I-].[I-].N1C=[NH+]C=C1.N1C=[NH+]C=C1 Imidazol-3-ium diiodide